C(C)(C)(C)OC(=O)N1CCC(CC1)C=1C=NC(=CC1C1CC1)N 4-(6-amino-4-cyclopropylpyridin-3-yl)piperidine-1-carboxylic acid tert-butyl ester